COCOC1=C(C(=CC(=C1)C(F)(F)F)C)B1OC(C(O1)(C)C)(C)C 2-(2-(methoxymethoxy)-6-methyl-4-(trifluoromethyl)phenyl)-4,4,5,5-tetramethyl-1,3,2-dioxaborolane